O=C1N(CCC(N1)=O)C=1C=C(C(=O)N2CCN(CC2)CC2CCN(CC2)NC(OC(C)(C)C)=O)C=CC1OC tert-butyl (4-((4-(3-(2,4-dioxotetrahydropyrimidin-1(2H)-yl)-4-methoxybenzoyl)piperazin-1-yl)methyl)piperidin-1-yl)carbamate